cis-2,7-dimethyl-N-(3,4,5-trifluorophenyl)-2,3,3a,4,10,10a-hexahydro-1H,7H-dipyrrolo[3,4-b:3',4'-f][1,4,5]oxathiazocine-8-carboxamide 5,5-dioxide CN1C[C@H]2NS(C=3C(OC[C@H]2C1)=C(N(C3)C)C(=O)NC3=CC(=C(C(=C3)F)F)F)(=O)=O